CCC(C=CC1=C(C=C(C=C1OC)OC)OC)O methyl-4-(2,4,6-trimethoxyphenyl)but-3-en-2-ol